ClC=1C=CCC(C1)C1CCNCC1 5-chloro-1-(piperidin-4-yl)-1H-benzene